[Ni+2].O1CCOC12CC(C(C2)CO)CO 1,4-Dioxaspiro[4.4]nonane-7,8-diyl-dimethanol nickel (II)